N1=NC(=CC2=C1C1=C(CCC2)C=CC=C1)N1N=C(N=C1N)NC=1C=CC2=C(CCC(CC2)N2CCN(CC2)CC(=O)O)C1 1-(6,7-dihydro-5H-benzo[6,7]cyclohepta[1,2-c]pyridazin-3-yl)-N3-(7-(4-(carboxymethyl)piperazin-1-yl)-6,7,8,9-tetrahydro-5H-benzo[7]annulene-2-yl)-1H-1,2,4-triazole-3,5-diamine